C(C)(=O)N[C@@H]1CN(CC1)C1C2CC3(CC(CC1C3)C2)C(=O)NC2=CC(=C(C=C2)NC2=NC=C(C(=N2)NC2=C(C=CC=C2C(NC)=O)C)C(F)(F)F)OC (trans)-4-((S)-3-acetamidopyrrolidin-1-yl)-N-(3-methoxy-4-((4-((2-methyl-6-(methylcarbamoyl)phenyl)amino)-5-(trifluoromethyl)pyrimidin-2-yl)amino)phenyl)adamantan-1-carboxamide